BrC1=CC=C(C=N1)C1=CC=CC=2N1N=CC2C(=O)N2CCCCC2 (7-(6-bromopyridin-3-yl)pyrazolo[1,5-a]pyridin-3-yl)(piperidin-1-yl)methanone